3-(2-bromo-5-methoxyphenyl)-6-isopropyl-7H-[1,2,4]triazolo[3,4-b][1,3,4]thiadiazine BrC1=C(C=C(C=C1)OC)C1=NN=C2SCC(=NN21)C(C)C